methyl 2-((2,3-dihydrothieno[3,4-b][1,4]dioxin-2-yl)methoxy)acetate O1C=2C(OCC1COCC(=O)OC)=CSC2